OC[C@]1(N2C(C[C@@H](C1=O)CC2)(C)C)COC (1R,2S,4S)-2-(hydroxymethyl)-2-(methoxymethyl)-6,6-dimethylquinuclidin-3-one